N(=C=S)C1=CC=C(CC2N(CCN(CCN(CCN(C2)CC(=O)O)CC(=O)O)CC(=O)O)CC(=O)O)C=C1 2-(4'-isothiocyanatobenzyl)-1,4,7,10-tetraazacyclododecane-1,4,7,10-tetraacetic acid